BrC=1N=C2C(=CC(N(C2=CC1)C)=O)N1CCN(CC1)C(C)C1=CC=C(C=C1)F 6-bromo-4-{4-[1-(4-fluorophenyl)ethyl]piperazin-1-yl}-1-methyl-2-oxo-1,2-dihydro-1,5-naphthyridine